1-fluoro-N-(3-(trifluoromethyl)phenyl)-6,7,8,9-tetrahydro-5H-5,8-epiminocyclohepta[c]-pyridine-10-carboxamide FC1=NC=CC2=C1CC1CCC2N1C(=O)NC1=CC(=CC=C1)C(F)(F)F